OCC(=O)NCCC=1C=CC2=CC(N=C2C1)=O 2-hydroxy-N-(2-(2-oxoindol-6-yl)ethyl)acetamide